FC1(CN(C1)C1=NC(=C(C#N)C=C1)NC1=C(C=CC=C1)C)F 6-(3,3-Difluoroazetidin-1-yl)-2-(o-tolylamino)nicotinonitrile